5-chloro-2-isopropenyl-4-[4-(trifluoromethyl)cyclohexen-1-yl]pyridine ClC=1C(=CC(=NC1)C(=C)C)C1=CCC(CC1)C(F)(F)F